CC1(OI(C2=C1C=CC=C2)C(F)(F)F)C 3,3-dimethyl-1-(trifluoromethyl)-1λ3,2-benziodoxole